FC(C=1C=C(CNC2=C3N=CN(C3=NC(=N2)C=2C=NC=CC2)[C@H]2[C@@H]([C@@H]([C@H](O2)C(=O)NC)O)O)C=CC1)(F)F (2S,3S,4R,5R)-5-(6-(3-(trifluoromethyl)benzylamino)-2-(pyridin-3-yl)-9H-purin-9-yl)-3,4-dihydroxyl-N-methyl-tetrahydrofuran-2-formamide